C1=C(C=CC2=CC=CC=C12)C1=NN(C=C1\C=C/C(=O)N[C@@H](CC1=CC=C(C=C1)O)C(=O)O)C1=CC=CC=C1 (Z)-(3-(3-(naphthalen-2-yl)-1-phenyl-1H-pyrazol-4-yl)acryloyl)-L-tyrosine